C(C)(C)[Si](O/C(=C/OC(F)(F)F)/C=C/C1C(=CCCC1(C)C)C)(C(C)C)C(C)C Triisopropyl(((1E,3E)-1-(trifluoromethoxy)-4-(2,6,6-trimethylcyclohex-2-en-1-yl)buta-1,3-dien-2-yl)oxy)silane